2-(4-Benzyloxyphenyl)-1H-benzo[d]imidazole C(C1=CC=CC=C1)OC1=CC=C(C=C1)C1=NC2=C(N1)C=CC=C2